N-ethyl-2-methoxy-N-methyl-5-[3-[4-(trifluoromethyl)phenyl]sulfanylpyrazin-2-yl]benzenesulfonamide C(C)N(S(=O)(=O)C1=C(C=CC(=C1)C1=NC=CN=C1SC1=CC=C(C=C1)C(F)(F)F)OC)C